CC(=O)C1=CC=C(C=C1)NC(=O)CC#N N-(4-acetylphenyl)-2-cyanoacetamide